BrC=1NC2=CC=CC=C2C1CCN1CCC=CC1 2-bromo-3-(2-(3,6-dihydropyridin-1(2H)-yl)ethyl)-1H-indole